FC=1C=C(C=C(C1)F)C1CC(N(C(C1)=O)C12CC(C1)(C2)C2=CC=NC=C2)=O 4-(3,5-difluorophenyl)-1-(3-(pyridin-4-yl)bicyclo[1.1.1]pentan-1-yl)piperidine-2,6-dione